COC=1C=C2CCC(C2=CC1)NC(CCCCCCC(=O)O)=O 8-((5-methoxy-2,3-dihydro-1H-inden-1-yl)amino)-8-oxooctanoic acid